Cl.O=C1N(C(C2=CC=CC=C12)=O)CCCCCCCCCCCNC=1C=CC(N(C1)CC(=O)OCC)=O ethyl 2-(5-((11-(1,3-dioxoisoindolin-2-yl) undecyl)amino)-2-oxopyridin-1(2H)-yl)acetate hydrochloride